NC1=C(C=2C(=NC=C(C2S1)F)C=1C2=C(C=3C=NC(=NC3C1F)N1CC3(CC3)[C@@H](C1)N(C)C)COC2)C#N 2-Amino-4-(3-((S)-7-(dimethylamino)-5-azaspiro[2.4]heptan-5-yl)-5-fluoro-7,9-dihydro-furo[3,4-f]quinazolin-6-yl)-7-fluorothieno[3,2-c]pyridine-3-carbonitrile